5-((6'-chloro-3,4'-difluoro-[2,3'-bipyridin]-5-yl)methyl)hexahydro-1H-thieno[3,4-c]pyrrole 2,2-dioxide ClC1=CC(=C(C=N1)C1=NC=C(C=C1F)CN1CC2C(C1)CS(C2)(=O)=O)F